tert-butyl (S)-4-(4-methyl-6-((6-((2-methyl-1H-imidazol-1-yl)methyl)-8-(1-methyl-3-(trifluoromethyl)-1H-pyrazol-4-yl)-4-oxochroman-3-yl)methyl)pyrimidin-2-yl)piperazine-1-carboxylate CC1=NC(=NC(=C1)C[C@H]1COC2=C(C=C(C=C2C1=O)CN1C(=NC=C1)C)C=1C(=NN(C1)C)C(F)(F)F)N1CCN(CC1)C(=O)OC(C)(C)C